The molecule is a member of 7-aminocoumarins, a dicarboxylic acid monoester, an ethyl ester and an organic heterotricyclic compound. It has a role as a fluorochrome. CCOC(=O)C1=CC2=CC3=C(C=C2OC1=O)N(C(CC3C)(C)C)CCCC(=O)O